[Na+].[Na+].C(=O)([O-])CCOCCNCCC(=O)[O-] N-(2-(2-carboxyethyl)oxyethyl)-beta-aminopropionic acid, disodium salt